N-(3-morpholinopropyl)amid O1CCN(CC1)CCC[NH-]